N-methacryloyloxyethyl-Acrylamide C(C(=C)C)(=O)OCCNC(C=C)=O